BrC=1C=C(C(=O)NC2=C(C=CC(=C2)C(F)(F)F)C(CBr)=O)C=CC1 3-bromo-N-(2-(2-bromoacetyl)-5-(trifluoromethyl)phenyl)benzamide